2-(1-adamantylmethoxy)isoindoline-1,3-dione C12(CC3CC(CC(C1)C3)C2)CON2C(C3=CC=CC=C3C2=O)=O